C1(=CC=CC=C1)[C@H](C)NC1=NC=NC(=C1)C1=CNC2=NC=CC(=C21)OC2=CC=C1CCNCC1=C2 (S)-N-(1-phenylethyl)-6-(4-((1,2,3,4-tetrahydroisoquinolin-7-yl)oxy)-1H-pyrrolo[2,3-b]pyridin-3-yl)pyrimidin-4-amine